BrC=1C=C(C=C(C1Cl)Br)N1C2=CC=C(C=C2C=2C=C(C=CC12)C1=CC=2C=CC3=CC=CC=C3C2C=C1)C1=CC=CC=C1 9-(3,5-Dibromo-4-chlorophenyl)-3-(phenanthren-2-yl)-6-phenyl-9H-carbazole